C(CCCC)(=O)O[C@@H]1[C@@](O[C@H]([C@@H]1OC(CCCC)=O)C1=CC=C2C(=NC=NN21)N)(C#N)COP(=O)(N[C@H](C(OCC)=O)C)N[C@H](C(=O)OCC)C (2R,3S,4S,5S)-5-(4-Aminopyrrolo[2,1-f][1,2,4]triazin-7-yl)-2-(((bis(((S)-1-ethoxy-1-oxopropan-2-yl)amino)phosphoryl)oxy)methyl)-2-cyanotetrahydrofuran-3,4-diyl dipentanoate